COC(=O)C=1N=CC2=C(N1)C(=NN2CC2=CC=C(C=C2)OC)C2=CC=C(C=C2)Cl.C2(CC2)C(C)C2=C(N)C=CC=C2 2-(1-cyclopropylethyl)aniline Methyl-3-(4-chlorophenyl)-1-[(4-methoxyphenyl)methyl]pyrazolo[4,3-d]pyrimidine-5-carboxylate